3-(3-ethyl-4-oxo-spiro[6,8-dihydro-5H-pyrazolo[4,3-c]azepine-7,4'-tetrahydropyran]-1-yl)propyl 2-methyl-1H-imidazole-5-carboxylate CC=1NC(=CN1)C(=O)OCCCN1N=C(C=2C(NCC3(CCOCC3)CC21)=O)CC